chloro-1-methyl-4-(4-(2-methyl-4-(trifluoromethoxy)phenoxy)piperidin-1-yl)-2-oxo-1,2-dihydro-1,5-naphthyridine-3-carbonitrile ClC=1N=C2C(=C(C(N(C2=CC1)C)=O)C#N)N1CCC(CC1)OC1=C(C=C(C=C1)OC(F)(F)F)C